(1S,2S)-N-(3-(2,6-dimethoxyphenyl)-1H-pyrrolo[2,3-b]pyridin-6-yl)-2-((dimethylamino)methyl)cyclopropane-1-carboxamide COC1=C(C(=CC=C1)OC)C1=CNC2=NC(=CC=C21)NC(=O)[C@@H]2[C@H](C2)CN(C)C